(S)-5-(2-((tert-butoxycarbonyl)amino)propoxy)-2-methylbenzoic acid C(C)(C)(C)OC(=O)N[C@H](COC=1C=CC(=C(C(=O)O)C1)C)C